2-((((9H-Fluoren-9-yl)methoxy)carbonyl)(methyl)amino)-4-(3,5-difluoro-4-(trifluoromethyl)phenyl)butanoic acid C1=CC=CC=2C3=CC=CC=C3C(C12)COC(=O)N(C(C(=O)O)CCC1=CC(=C(C(=C1)F)C(F)(F)F)F)C